4-(3,5-difluorophenyl)butanoic acid FC=1C=C(C=C(C1)F)CCCC(=O)O